C(C)OC(CCSSSSCCC(OCC)(OCC)OCC)(OCC)OCC bis-[(triethoxy) propyl] tetrasulfide